(5-Hydroxy-3-methylpentyl)carbamic acid tert-butyl ester C(C)(C)(C)OC(NCCC(CCO)C)=O